FC=1C(=C(C=C(C1)C=1C=NN(C1)CCC(C)C)N1CC(NS1(=O)=O)=O)O 5-(3-fluoro-2-hydroxy-5-(1-isopentyl-1H-pyrazol-4-yl)phenyl)-1,2,5-thiadiazolidin-3-one 1,1-dioxide